N-((1r,4r)-4-(3-Chloro-4-cyano-2-methylphenoxy)cyclohexyl)-6-(4-(methylamino)-piperidin-1-yl)pyridazine-3-carboxamide Hydrochloride Cl.ClC=1C(=C(OC2CCC(CC2)NC(=O)C=2N=NC(=CC2)N2CCC(CC2)NC)C=CC1C#N)C